6-bromo-2-(2,6-dioxopiperidin-3-yl)-1-oxo-1,2,3,4-tetrahydroisoquinolin-7-yl sulfurofluoridate S(OC1=C(C=C2CCN(C(C2=C1)=O)C1C(NC(CC1)=O)=O)Br)(=O)(=O)F